6-(difluoromethyl)-3-(4-(piperidin-1-yl)pyrimidin-2-yl)imidazo[1,2-a]pyrazine FC(C=1N=CC=2N(C1)C(=CN2)C2=NC=CC(=N2)N2CCCCC2)F